methyl (4S)-4-hydroxy-L-prolinate O[C@H]1C[C@H](NC1)C(=O)OC